4-[2-(4-fluorophenyl)-2,6-diazaspiro[3.4]octan-6-yl]-1-methyl-2-oxo-1,2-dihydroquinoline-3-carbonitrile FC1=CC=C(C=C1)N1CC2(C1)CN(CC2)C2=C(C(N(C1=CC=CC=C21)C)=O)C#N